2,9-diethylspiro[benzo[c]chromene-6,1'-cyclobutane]-3,8-diol C(C)C=1C=C2C3=C(C=C(C(=C3)CC)O)C3(CCC3)OC2=CC1O